OC[C@H]1N(CCC1)C1=NC(=NC2=CC(=CC=C12)C1=CCN(CC1)C(=O)OC(C)(C)C)NC=1N=CN(C1)C1=CC(=C(C(=C1)OC)OC)OC (S)-tert-butyl 4-(4-(2-(hydroxymethyl)pyrrolidin-1-yl)-2-((1-(3,4,5-trimethoxyphenyl)-1H-imidazol-4-yl)amino)quinazolin-7-yl)-5,6-dihydropyridine-1(2H)-carboxylate